tert-Butyl 4-(methanesulfonyloxy)-2,2-dimethylpyrrolidine-1-carboxylate CS(=O)(=O)OC1CC(N(C1)C(=O)OC(C)(C)C)(C)C